(((2,5-Bis(trifluoromethyl)pyrazolo[1,5-a]pyrimidin-7-yl)amino)methyl)-3-(3,4-difluorophenyl)-N-((1r,4r)-4-hydroxycyclohexyl)azetidine-1-carboxamide FC(C1=NN2C(N=C(C=C2NCC2N(CC2C2=CC(=C(C=C2)F)F)C(=O)NC2CCC(CC2)O)C(F)(F)F)=C1)(F)F